2-(4-((1-(2,6-bis(benzyloxy)pyridin-3-yl)-3-methyl-2-oxo-2,3-dihydro-1H-benzo[d]imidazol-5-yl)(methyl)amino)-3-methylphenyl)acetic acid C(C1=CC=CC=C1)OC1=NC(=CC=C1N1C(N(C2=C1C=CC(=C2)N(C2=C(C=C(C=C2)CC(=O)O)C)C)C)=O)OCC2=CC=CC=C2